FC1(C(C1)C=1C=CC(=C(C1)S(=O)(=O)N)OC)F 5-(2,2-difluorocyclopropyl)-2-methoxybenzenesulfonamide